COC(=O)[C@H]1CCCC=2N1C(N(N2)CC2=CC=C(C=C2)OC)=O.O=C2CCC(N2C(CNC(C2=CC=C(C=C2)OC2=CC=CC=C2)=O)=O)C(=O)N |r| 5-oxo-1-((4-phenoxy-benzoyl)glycyl)pyrrolidine-2-carboxamide Methyl-(5RS)-2-(4-methoxybenzyl)-3-oxo-2,3,5,6,7,8-hexahydro[1,2,4]triazolo[4,3-a]pyridine-5-carboxylate